[NH4+].[NH4+].CC ethane di-ammonium